FC1=C(C(=C2C=NNC2=C1F)C1=CC=2N(C=C1)N=C(C2)NC(=O)C2C(C2)F)SC N-(5-(6,7-difluoro-5-(methylthio)-1H-indazol-4-yl)pyrazolo[1,5-a]pyridin-2-yl)-2-fluorocyclopropane-1-carboxamide